4-((2S,5R)-4-(Bis(4-fluorophenyl)methyl)-2,5-dimethylpiperazin-1-yl)-7-(((S)-tetrahydrofuran-2-yl)methyl)-1,7-dihydro-2H-pyrrolo[2,3-d]pyrimidin-2-one FC1=CC=C(C=C1)C(N1C[C@@H](N(C[C@H]1C)C=1C2=C(NC(N1)=O)N(C=C2)C[C@H]2OCCC2)C)C2=CC=C(C=C2)F